[Pt].[Au] gold-Platinum